N-((1R,2S)-1-(2-chlorophenyl)-1-methoxypropan-2-yl)-4-(trifluoromethoxy)benzenesulfonamide ClC1=C(C=CC=C1)[C@H]([C@H](C)NS(=O)(=O)C1=CC=C(C=C1)OC(F)(F)F)OC